6-(6-azaspiro[3.4]octan-2-yl)-3-(4,6-dimethylpyrazolo[1,5-a]pyrazin-2-yl)thieno[2,3-b]pyrazine C1C(CC12CNCC2)C2=CC=1C(=NC(=CN1)C1=NN3C(C(=NC(=C3)C)C)=C1)S2